5-(2-{5-[(3R,5R)-3-amino-5-fluoropiperidine-1-carbonyl]-7-methoxy-1-methyl-1H-1,3-benzodiazol-2-yl}-1-(cyclopropylmethyl)-1H-pyrrolo[2,3-b]pyridin-6-yl)isoquinolin-1-ol N[C@H]1CN(C[C@@H](C1)F)C(=O)C1=CC2=C(N(C(=N2)C2=CC=3C(=NC(=CC3)C3=C4C=CN=C(C4=CC=C3)O)N2CC2CC2)C)C(=C1)OC